n-butyl-2-(1-ethylpentyl)-1,3-oxazolidine C(CCC)C1(OCCN1)C(CCCC)CC